ClC=1C=C2C(=NC(N(C2=CC1C1=C(C=CC=C1)F)C1=C(C=CC=C1)C(C)C)=O)N1CCN(CC1)C(C=C)=O 6-Chloro-7-(2-fluorophenyl)-1-(2-(2-propanyl)phenyl)-4-(4-(2-propenoyl)-1-piperazinyl)-2(1H)-quinazolinone